CC=1N(C(=CC1CN(CCOC)CCOC)C)[Ti](C1=C(C(=CC=C1F)CN1C(=CC=C1CN1CCOCC1)CN1CCOCC1)F)(C1=C(C(=CC=C1F)CN1C(=CC=C1CN1CCOCC1)CN1CCOCC1)F)(C1C=CC=C1)C1C=CC=C1 2,5-dimethyl-3-(bis(2-methoxyethyl)aminomethyl)-1H-pyrrol-1-yl-di(cyclopentadienyl)-bis[2,6-difluoro-3-((2,5-bis(morpholinomethyl)-1H-pyrrol-1-yl)methyl)phenyl]titanium